C(C)(=O)C1=NC=CC(=C1)NC(OC1=CC=CC=C1)=O Phenyl (2-acetylpyridin-4-yl)carbamate